3-(1-(2-methylbiphenyl-3-yl)piperidin-4-ylamino)cyclobutane-carboxylic acid CC1=C(C=CC=C1N1CCC(CC1)NC1CC(C1)C(=O)O)C1=CC=CC=C1